isobutyl 2-(2-((2-ethylhexyl)(isobutoxycarbonyl)amino)phenyl)-2-methylpropanoate C(C)C(CN(C1=C(C=CC=C1)C(C(=O)OCC(C)C)(C)C)C(=O)OCC(C)C)CCCC